C(N)(=S)[C@H]1N(CCC1)C(=O)OC(C)(C)C 1-Tert-butyl (2S)-2-carbamothioylpyrrolidine-1-carboxylate